NCC1=NNC(C2=CC=C(C=C12)C=1C=NN2C1C=C(C=C2)OCC)=O 4-(aminomethyl)-6-(5-ethoxypyrazolo[1,5-a]pyridin-3-yl)phthalazin-1(2H)-one